C(C)OC(=O)C1=CN(C2=NC(=CC(=C2C1=O)C)Cl)C1=NC(=NS1)C1=NC=CC=C1 7-chloro-5-methyl-4-oxo-1-[3-(pyridin-2-yl)-1,2,4-thiadiazol-5-yl]-1,4-dihydro-1,8-naphthyridine-3-carboxylic acid ethyl ester